2,3-dihydro-1,3-dioxo-1H-benz[de]isoquinoline-6,7-dicarboxylic acid O=C1NC(C2=C3C(C(=CC=C13)C(=O)O)=C(C=C2)C(=O)O)=O